2-bromo-6H-thieno[2,3-c]pyridin-7-one BrC1=CC2=C(C(NC=C2)=O)S1